COC1=CC=C(C=C1)C=1C(OCC1)(C(=O)O)C1=CC(=C(C(=C1)OCC1=CC=CC=C1)OCC1=CC=CC=C1)OCC1=CC=CC=C1 3-(4-methoxyphenyl)-2-(3,4,5-tris(benzyloxy)phenyl)-2,5-dihydrofuran-2-carboxylic acid